ClC1=C(C2=C(SC3=C2N=CN=C3N3CC(C3)C#N)N=C1C)C 1-(8-chloro-7,9-dimethyl-pyrido[3',2':4,5]thieno[3,2-d]pyrimidin-4-yl)azetidine-3-carbonitrile